COCCOCC(=O)OC[C@]1(O[C@H](C[C@@H]1O)N1C2=NC(=NC(=C2N=C1)N)F)C#C ((2R,3S,5R)-5-(6-amino-2-fluoro-9H-purin-9-yl)-2-ethynyl-3-hydroxytetrahydrofuran-2-yl)methyl 2-(2-methoxyethoxy)acetate